(S)-N-(amino(2-(2-hydroxypropan-2-yl)thiazol-5-yl)(oxo)-λ6-sulfaneylidene)-2-(4-((cyclopentyloxy)methyl)-2,6-diisopropylphenyl)acetamide N[S@@](=NC(CC1=C(C=C(C=C1C(C)C)COC1CCCC1)C(C)C)=O)(=O)C1=CN=C(S1)C(C)(C)O